(1S,3S,4S)-5,5-difluoro-2-(4-methoxy-1H-indole-2-carbonyl)-N-((S,Z)-1-(2-oxodihydrofuran-3(2H)-ylidene)-3-((R)-2-oxopyrrolidin-3-yl)propan-2-yl)-2-azabicyclo[2.2.2]octane-3-carboxamide FC1([C@@H]2[C@H](N([C@H](C1)CC2)C(=O)C=2NC1=CC=CC(=C1C2)OC)C(=O)N[C@H](\C=C\2/C(OCC2)=O)C[C@@H]2C(NCC2)=O)F